N1=C(C=NC=C1)NS(=O)(=O)N1N=CC2=CC=CC=C12 N-(pyrazin-2-yl)-1H-indazol-1-sulfonamide